BrCCCCCCCCCCCSC1=C2CN(C(C2=CC=C1)=O)C1C(NC(CC1)=O)=O 3-(4-((11-bromoundecyl)thio)-1-oxoisoindolin-2-yl)piperidine-2,6-dione